4-(aminomethyl)-7-(4-(4-(2,3-dichlorophenyl)piperazin-1-yl)butoxy)-3,4-dihydroquinolin NCC1CC=NC2=CC(=CC=C12)OCCCCN1CCN(CC1)C1=C(C(=CC=C1)Cl)Cl